C(C)(C)(C)OC(=O)NCCCC(C(=O)O)F 5-((tert-butoxycarbonyl)amino)-2-fluoropentanoic acid